C(C)(C)(C)OC(=O)N1C=CC2=CC=CC(=C12)C 7-methyl-indole-1-carboxylic acid tert-butyl ester